18-bromooctadecadiene BrCCCCCCCCCCCCCCC=CC=C